BrC1=CN=C(C2=CC(=NC=C12)Cl)I 4-bromo-7-chloro-1-iodo-2,6-naphthyridine